OCC1CC(NC1)=O 4-hydroxymethyl-2-pyrrolidone